N-((1-methoxyisoquinolin-4-yl)methyl)cyclopropylamine COC1=NC=C(C2=CC=CC=C12)CNC1CC1